3-Nitro-p-Hydroxyethylaminophenol [N+](=O)([O-])C=1C=C(C=CC1NCCO)O